C(C1=CC=CC=C1)OC(=O)C1[N@](C1)C(C)C (R)-1-isopropyl-aziridine-2-carboxylic acid benzyl ester